glycerol monopelargonate C(CCCCCCCC)(=O)OCC(O)CO